FCCN1C(C2=C(C=CC=C2C1)[N+](=O)[O-])=O 2-(2-fluoroethyl)-7-nitroisoindolin-1-one